O(C1=CC=CC=C1)C1=CC=C(OCC(C)OC2=NC=CC=C2)C=C1 2-((1-(4-Phenoxyphenoxy)propan-2-yl)oxy)pyridine